6,7-dinitroquinoxaline-2,3(1H,4H)-dione [N+](=O)([O-])C=1C=C2NC(C(NC2=CC1[N+](=O)[O-])=O)=O